FC(CC(C(=O)O)C1=NN=NN1CC(F)(F)F)F 4,4-difluoro-2-[1-(2,2,2-trifluoroethyl)tetrazol-5-yl]butanoic acid